BrC1=CC=C(OC[C@@H]2COC[C@](O2)(C)COCC(F)F)C=C1 (2R,6S)-6-((4-bromophenoxy)methyl)-2-((2,2-difluoroethoxy)methyl)-2-methyl-1,4-dioxan